FC(C1=CC=C(C=N1)C1=NC=NC2=NC=CN=C12)(F)F 4-(6-(trifluoromethyl)pyridin-3-yl)pteridine